4-[[(2R,3R,4S,5S)-3-(3,4-Difluoro-2-methoxy-phenyl)-4,5-dimethyl-5-(trifluoromethyl)tetrahydrofuran-2-carbonyl]amino]-6-methyl-pyridin-2-carboxamid FC=1C(=C(C=CC1F)[C@@H]1[C@@H](O[C@@]([C@H]1C)(C(F)(F)F)C)C(=O)NC1=CC(=NC(=C1)C)C(=O)N)OC